4-(dimethoxymethyl)-4-methoxypiperidine COC(C1(CCNCC1)OC)OC